OC[C@H]1N(CCNC1)C(=O)OC(C)(C)C tert-Butyl (S)-2-(hydroxymethyl)piperazine-1-carboxylate